(2R,3R,4R,5S)-2-(hydroxymethyl)-1-{[3-({[4-(morpholin-4-yl)-2-nitrophenyl]amino}methyl)phenyl]methyl}piperidine-3,4,5-triol OC[C@H]1N(C[C@@H]([C@H]([C@@H]1O)O)O)CC1=CC(=CC=C1)CNC1=C(C=C(C=C1)N1CCOCC1)[N+](=O)[O-]